C(C)C1=CC=C(C=C1)C(C(=C)C)O 1-(4-ethyl-phenyl)-2-methylallyl alcohol